N-Methyl-1H-imidazol-2-amine CNC=1NC=CN1